OC(COC(CCCCCCCCCCCCCCCCC)=O)CO.OC1C(N=[C-]O1)=O hydroxyoxazolidone 2,3-dihydroxyprop-1-yl-octadecanoate